C(C1=CC=CC=C1)(=O)OOC(=O)OCCCCCCOC(=O)OOC(C1=CC=CC=C1)=O 1,6-bis(benzoyl-peroxycarbonyloxy)hexane